ClC(C1=NC(=NO1)C1=CC=C(CN(C(=O)NC)C=2C=NC=CC2)C=C1)(F)F 1-(4-{5-[Chloro(difluoro)methyl]-1,2,4-oxadiazol-3-yl}benzyl)-3-methyl-1-pyridin-3-ylurea